C(C)(C)N1C(=NC=C1)N1C(NC(C2=CC=CC=C12)=O)=O 1-(1-isopropyl-1H-imidazol-2-yl)quinazoline-2,4(1H,3H)-dione